docosanyl methacrylate C(C(=C)C)(=O)OCCCCCCCCCCCCCCCCCCCCCC